butyl (S)-2-amino-3-(3,4-dihydroxyphenyl)-2-methylpropanoate N[C@](C(=O)OCCCC)(CC1=CC(=C(C=C1)O)O)C